C(CCCCCCC)C(COC(CC1CC(C1)NCCCCCCC(=O)OCC(CCCCCCCCCCC)CCCCCCCCCCC)=O)CCCCCCCC 2-undecyltridecyl 7-{[(1r,3r)-3-{2-[(2-octyldecyl)oxy]-2-oxoethyl}cyclobutyl]amino}heptanoate